(R)-N-((S)-1-(4-bromophenyl)-2,2,2-trifluoroethyl)-N,2-dimethylpropane-2-sulfinamide BrC1=CC=C(C=C1)[C@@H](C(F)(F)F)N([S@](=O)C(C)(C)C)C